Cl.NC\C=C(\CN1C=NC2=C1C=C(C=C2C=2C=NC=NC2)C#N)/F (Z)-1-(4-amino-2-fluorobut-2-en-1-yl)-4-(pyrimidin-5-yl)-1H-benzo[d]imidazol-6-carbonitrile hydrochloride